C(#C)C=1C=C(C=CC1)NC1=NC=NC2=CC(=C(C=C12)OC1CCN(CC1)C(=O)OC(C)(C)C)OC 4-[(3-ethynyl-phenyl)amino]-6-[1-(tert-butyloxycarbonyl)-piperidin-4-yloxy]-7-methoxy-quinazoline